C1(=CC=CC=C1)S(=O)(=O)/C=C/CNC(=O)C=1C(NC=2CCN(CC2C1)C(=O)OC1CC1)=O cyclopropyl 3-{[(2E)-3-(benzenesulfonyl)prop-2-en-1-yl]carbamoyl}-2-oxo-1,2,5,6,7,8-hexahydro-1,6-naphthyridine-6-carboxylate